CO[C@@H]1CC[C@H](CC1)NC(=O)C=1C=NN2C1C=C(C=C2)C2=CNC=1N=C(N=CC12)NC1CCN(CC1)C N-(trans-4-methoxycyclohexyl)-5-(2-((1-methylpiperidin-4-yl)amino)-7H-pyrrolo[2,3-d]pyrimidin-5-yl)pyrazolo[1,5-a]pyridine-3-carboxamide